S1CN(CC1)C=1C(C(=CN2C1C1=CC(=CC=C1CC2C(C)(C)C)OC)C(=O)O)=O (Thiazolidin-3-yl)-6-tert-butyl-10-methoxy-2-oxo-6,7-dihydro-2H-pyrido[2,1-a]isoquinoline-3-carboxylic acid